Potassium (8-chloro-1-naphthyl)trifluoroborate ClC=1C=CC=C2C=CC=C(C12)[B-](F)(F)F.[K+]